O1COC2=C1C=CC(=C2)C=CC(=O)N(CCSC)CC 3-(1,3-benzodioxol-5-yl)-N-ethyl-N-(2-methylsulfanylethyl)prop-2-enamide